CN1N=C2C(=CC=CC2=C1)C#N 2-methylindazole-7-carbonitrile